2-chloro-N-methyl-N-phenethylacetamide ClCC(=O)N(CCC1=CC=CC=C1)C